3-(quinolin-2-yl)-[1,2,4]triazole N1=C(C=CC2=CC=CC=C12)C1=NNC=N1